5-(3-(((1r,4r)-4-(5-chloro-2-(difluoromethyl)nicotinamido)cyclohexyl)methyl)-2-oxo-2,3-dihydro-1H-benzo[d]imidazol-1-yl)-N-(oxetan-3-yl)picolinamide ClC=1C=NC(=C(C(=O)NC2CCC(CC2)CN2C(N(C3=C2C=CC=C3)C=3C=CC(=NC3)C(=O)NC3COC3)=O)C1)C(F)F